COC=1C=C2C(=CC=NC2=CC1OC)C(=O)C1=CC=C(C=C1)N1C(N(CC1=O)C=1C=NC=C(C1)C(F)(F)F)=O 3-{4-[(6,7-dimethoxy-4-quinolinyl)carbonyl]phenyl}-1-[5-(trifluoromethyl)-3-pyridinyl]-2,4-imidazolidinedione